2-((6-((3-Chloro-5-cyano-6-((3R,5S)-4,4-difluoro-3,5-dimethylpiperidin-1-yl)pyridin-2-yl)amino)-2-oxo-1,2-dihydroquinolin-3-yl)oxy)-N-methylacetamide ClC=1C(=NC(=C(C1)C#N)N1C[C@H](C([C@H](C1)C)(F)F)C)NC=1C=C2C=C(C(NC2=CC1)=O)OCC(=O)NC